FC1(CCC(CC1)NC1=NC(=CC(=C1)S(=O)C)C=1SC=C(N1)C)F N-(4,4-difluorocyclohexyl)-4-(methylsulfinyl)-6-(4-methylthiazol-2-yl)pyridin-2-amine